FC1(CCN(CC1)C(=O)C1=C(C=C(C#N)C=C1)N1N=C(C=C1)C(F)(F)F)F 4-(4,4-difluoropiperidine-1-carbonyl)-3-[3-(trifluoromethyl)pyrazol-1-yl]benzonitrile